[N+](=O)(O)[O-].FC=1C=C(C=CC1)NC(=N)N N-(3-fluorophenyl)guanidine nitrate